FC1=CC=C(C=C1)C1=NN2C(CN(CC2)C)=C1C1=CC(=NC=C1)N 4-[2-(4-fluorophenyl)-5-methyl-4H,6H,7H-pyrazolo[1,5-a]pyrazin-3-yl]pyridin-2-amine